tert-Butyl (5'S)-3-acetoxy-4-chloro-5'-methyl-3H-spiro[furo[3,4-c]pyridine-1,3'-pyrrolidine]-1'-carboxylate C(C)(=O)OC1OC2(CN([C@H](C2)C)C(=O)OC(C)(C)C)C2=C1C(=NC=C2)Cl